CN1[C@H](CCCC1)C(=O)O N-methyl-D-pipecolic acid